(3E)-N-[3-[2-(2-hydroxyethoxy)-6-(morpholin-4-yl)pyridin-4-yl]-4-methylphenyl]-3-(2,2,2-trifluoroethylidene)pyrrolidine-1-carboxamide OCCOC1=NC(=CC(=C1)C=1C=C(C=CC1C)NC(=O)N1C/C(/CC1)=C/C(F)(F)F)N1CCOCC1